(8-methoxyimidazo[1,2-a]pyridin-3-yl)(4-nitrophenyl)methanone COC=1C=2N(C=CC1)C(=CN2)C(=O)C2=CC=C(C=C2)[N+](=O)[O-]